ClC1=C(C(=CC=C1)Cl)CC(=O)OC methyl 2-(2,6-dichlorophenyl)acetate